NC1=CC=C(C=C1)S(=O)(=O)NC(=O)C=1C(=NC(=CC1)C(C)(C)C)NCC1(CCOCC1)C N-(4-Aminophenyl)sulfonyl-6-tert-butyl-2-[(4-methyltetrahydropyran-4-yl)methylamino]pyridin-3-carboxamid